(R)-Methyl 2-(4-chloro-3-methylphenoxy)propanoate ClC1=C(C=C(O[C@@H](C(=O)OC)C)C=C1)C